2-fluoro-4-((2-(2-hydroxyethoxy)ethyl)(methyl)amino)-5-methylbenzonitrile FC1=C(C#N)C=C(C(=C1)N(C)CCOCCO)C